N-(6-(2-methylpyridin-4-yl)imidazo[1,2-a]pyridin-2-yl)-6-oxaspiro[2.5]octane-1-carboxamide CC1=NC=CC(=C1)C=1C=CC=2N(C1)C=C(N2)NC(=O)C2CC21CCOCC1